C(C)(C)(C)C1=CC(=C(NC2=CC(=CC=C2)Cl)C=C1)C 4-(tert-butyl)-N-(3-chlorophenyl)-2-methylaniline